N,N-dimethylindoline-1-carboxamide CN(C(=O)N1CCC2=CC=CC=C12)C